(1-phenyl-1H-benzo[d]imidazol-2-yl)phenolate C1(=CC=CC=C1)N1C(=NC2=C1C=CC=C2)C2=C(C=CC=C2)[O-]